6-Hydroxy-2-azaspiro[3.3]heptane-2-carboxylic acid tert-butyl ester C(C)(C)(C)OC(=O)N1CC2(C1)CC(C2)O